3-amino-5,6-bis-trifluoromethyl-pyridine-2-carboxylic acid ((R)-3,3,3-trifluoro-2-hydroxy-2-methyl-propyl)-amide FC([C@](CNC(=O)C1=NC(=C(C=C1N)C(F)(F)F)C(F)(F)F)(C)O)(F)F